(Z)-2-(para-(1,2-Diphenyl-1-butenyl)phenoxy)-N,N-dimethylamine CC/C(=C(\C1=CC=CC=C1)/C2=CC=C(C=C2)OCCN(C)C)/C3=CC=CC=C3